C1(=CC=CC=C1)CS(=O)(=O)OC1=C(O[C@](C1=O)([2H])C1=C(C(=CC=C1)Cl)F)N (R)-2-amino-5-(3-chloro-2-fluorophenyl)-4-oxo-4,5-dihydrofuran-3-yl-5-d phenylmethanesulfonate